O=C1N(C(C=C1)=O)CC1CCC(CC1)C(=O)NCC1=CC(=C(C=C1)[N+](=O)[O-])CO 4-((2,5-dioxo-2,5-dihydro-1H-pyrrol-1-yl)methyl)-N-(3-(hydroxymethyl)-4-nitrobenzyl)cyclohexane-1-carboxamide